C(C)(=O)O.[N+](=O)([O-])C1=C(C=CC=C1)N1C(=CC=C1)C=CC=NN\C(=N\[H])\N (E)-N-[1-(2-nitrophenyl)-1H-pyrrol-2-yl-allylidenamino]-guanidine acetate